N2-[2-(4-Benzyl-1-piperidinyl)phenyl]-N5,N5-dimethylthiophene-2,5-disulfonamide C(C1=CC=CC=C1)C1CCN(CC1)C1=C(C=CC=C1)NS(=O)(=O)C=1SC(=CC1)S(=O)(=O)N(C)C